C12(CCC(C1)C2)O bicyclo[2.1.1]hexan-1-ol